FC1=C(CBr)C=CC=C1F 2,3-difluorobenzyl bromide